C(C)OP(=O)(OCC)COC1=CC=C(C=C1)C[C@@H]([C@@H](CN(C(OC(C)(C)C)=O)CC(C)C)O)NC(=O)O[C@H]1CO[C@H]2OCC[C@H]21 tert-butyl ((2R,3S)-4-(4-((diethoxyphosphoryl)methoxy)phenyl)-3-(((((3R,3aS,6aR)-hexahydrofuro[2,3-b]furan-3-yl)oxy)carbonyl)amino)-2-hydroxybutyl)(isobutyl)carbamate